di(n-undecyl)amine C(CCCCCCCCCC)NCCCCCCCCCCC